NCCCCCCN 1-(3-aminopropyl)-3-aminopropane